NC1=C(C=C2C(=N1)C(C=1C=CC=CC1O2)=O)OC2=CC=C(C=C2)N2C[C@@H](NCC2)C (S)-2-amino-3-(4-(3-methylpiperazin-1-yl)phenoxy)-10H-chromeno[3,2-b]pyridin-10-one